ClC1=CC=C(CNCC2=CC=C(C=C2)Cl)C=C1 N-(4-chlorobenzyl)-1-(4-chlorophenyl)methylamine